N(=O)N1CCC2(CCN(CC2)C(=O)OC(C)(C)C)CC1 tert-butyl 9-nitroso-3,9-diazaspiro[5.5]undecane-3-carboxylate